OCC(CNC(O[C@@H]1CC[C@H](CC1)C(N(C[C@@H]1CC[C@H](CC1)C1=NC(=C(C=C1)OC)C)C1=NC=CC(=C1)C=1N=C(OC1)C1CC1)=O)=O)(C)C trans-4-((4-(2-Cyclopropyloxazol-4-yl)pyridin-2-yl)((trans-4-(5-methoxy-6-methylpyridin-2-yl)cyclohexyl)methyl)carbamoyl)cyclohexyl (3-hydroxy-2,2-dimethylpropyl)carbamate